4-[(3-chloro-4-fluoro-phenyl)amino]-6-(cis-4-{N-[(morpholin-4-yl)carbonyl]-N-methyl-amino}-cyclohex-1-yloxy)-7-methoxy-quinazoline ClC=1C=C(C=CC1F)NC1=NC=NC2=CC(=C(C=C12)O[C@@H]1CC[C@@H](CC1)N(C)C(=O)N1CCOCC1)OC